FC1(CCN(CC1)C(=O)C1=CC=C(C=C1)C=1C=C(C2=C(C=C(O2)CNC(OC(C)(C)C)=O)C1)OC)F tert-butyl (5-(4-(4,4-difluoropiperidine-1-carbonyl)phenyl)-7-methoxybenzofuran-2-yl)methylcarbamate